(2-cyano-3-((3,3-difluoro-1-methylpiperidin-4-yl)oxy)-4-(methoxy-d3)-phenyl)carbamic acid tert-butyl ester C(C)(C)(C)OC(NC1=C(C(=C(C=C1)OC([2H])([2H])[2H])OC1C(CN(CC1)C)(F)F)C#N)=O